N-(2-(2-aminoethoxy)ethyl)-4-(azidomethyl)benzamide hydrochloride Cl.NCCOCCNC(C1=CC=C(C=C1)CN=[N+]=[N-])=O